C(C1=CC=CC=C1)(=O)OC[C@H]1N(C=C(C1)C)C(=O)OC(C)(C)C tert-butyl (S)-2-((benzoyloxy) methyl)-4-methyl-2,3-dihydro-1H-pyrrole-1-carboxylate